[N+](=O)([O-])C[C@@H](C1=C(NC2=CC=CC=C12)C1=CC=CC=C1)C1=CC=C(C=C1)B(O)O (R)-(4-(2-nitro-1-(2-phenyl-1H-indol-3-yl)ethyl)phenyl)boronic acid